(R)-tert-butyl methyl(3-((2-nitro-4-sulfamoylphenyl)amino)-4-(phenylthio)butyl)carbamate CN(C(OC(C)(C)C)=O)CC[C@H](CSC1=CC=CC=C1)NC1=C(C=C(C=C1)S(N)(=O)=O)[N+](=O)[O-]